CN(CC(=O)OCC1=CC=CC=C1)CCN(CCN(CCNC(OC(C)(C)C)=O)C)C Benzyl N-methyl-N-(2,2,8,11-tetramethyl-4-oxo-3-oxa-5,8,11-triazatridecan-13-yl)glycinate